Lithium 4-amino-3-methylphenoxide NC1=C(C=C([O-])C=C1)C.[Li+]